C1(CC1)[C@H](C1=NC=2N(C=C1)C=C(N2)[C@H](C2CCC(CC2)(F)F)NC(OC(C)(C)C)=O)NC(CC2C(C2)(F)F)=O tert-Butyl ((1S)-(7-((1R)-cyclopropyl(2-(2,2-difluorocyclopropyl)acetamido)methyl)imidazo[1,2-a]pyrimidin-2-yl)(4,4-difluorocyclohexyl)methyl)carbamate